1,1'-(ethane-1,2-diyl)bis(pentabromobenzene) C(CC1=C(C(=C(C(=C1Br)Br)Br)Br)Br)C1=C(C(=C(C(=C1Br)Br)Br)Br)Br